N-(3-chloro-5-(methylsulfonamido)phenyl)-1-(3-hydroxycyclohexyl)-1H-pyrazole-4-carboxamide ClC=1C=C(C=C(C1)NS(=O)(=O)C)NC(=O)C=1C=NN(C1)C1CC(CCC1)O